N-(pyridazin-3-yl)pyridinecarboxamide N1=NC(=CC=C1)NC(=O)C1=NC=CC=C1